6-[3,5-dichloro-4-(4-hydroxy-2,2-dimethylbutoxy)phenyl]-5-methyl-4,5-dihydro-2H-pyridazine ClC=1C=C(C=C(C1OCC(CCO)(C)C)Cl)C=1C(CCNN1)C